(3R,4R)-3-((tert-Butyldiphenylsilyl)oxy)-4-((7-(5-methylpyridin-2-yl)pyrrolo[2,1-f][1,2,4]triazin-2-yl)amino)piperidine-1-carboxylic acid tert-butyl ester C(C)(C)(C)OC(=O)N1C[C@H]([C@@H](CC1)NC1=NN2C(C=N1)=CC=C2C2=NC=C(C=C2)C)O[Si](C2=CC=CC=C2)(C2=CC=CC=C2)C(C)(C)C